2-((2-((4-CHLOROBENZYL)AMINO)-2-OXOETHYL)THIO)-1H-IMIDAZOLE-4-CARBOXYLIC ACID ClC1=CC=C(CNC(CSC=2NC=C(N2)C(=O)O)=O)C=C1